FC=1C=C2C=3C=CN=CC3N(C2=CC1)C 6-FLUORO-9-METHYL-9H-B-CARBOLINE